hexanoic acid succinimidyl Ester C1(CCC(N1OC(CCCCC)=O)=O)=O